ClC1=CC=C2C(=CNC2=C1)S(=O)(=O)NC1=CC=2C(=NSN2)C=C1F 6-chloro-N-(6-fluoro-2,1,3-benzothiadiazol-5-yl)-1H-indole-3-sulfonamide